N-(2-(2,6-dioxopiperidin-3-yl)-1-oxoisoindolin-5-yl)-5-(trifluoromethyl)-2,3-dihydro-1H-pyrrolo[2,3-c]pyridine-1-carboxamide O=C1NC(CCC1N1C(C2=CC=C(C=C2C1)NC(=O)N1CCC=2C1=CN=C(C2)C(F)(F)F)=O)=O